1-(4-chloro-6-((5-morpholinopyridin-2-yl)amino)pyridin-3-yl)propan-1-one-3,3,3-d3 ClC1=C(C=NC(=C1)NC1=NC=C(C=C1)N1CCOCC1)C(CC([2H])([2H])[2H])=O